1-phenyl-N-(quinolin-2-yl)-1,4,5,6-tetrahydrocyclopenta[c]pyrazole-3-carboxamide C1(=CC=CC=C1)N1N=C(C2=C1CCC2)C(=O)NC2=NC1=CC=CC=C1C=C2